N-(2-cyanoisoindolin-4-yl)-2-phenylthiazole-4-carboxamide C(#N)N1CC2=CC=CC(=C2C1)NC(=O)C=1N=C(SC1)C1=CC=CC=C1